ethyl 2-(5-(4-methylpiperazin-1-yl-3,3,5,5-d4)-1H-benzo[d]imidazol-2-yl)acetate CN1C(CN(CC1([2H])[2H])C1=CC2=C(NC(=N2)CC(=O)OCC)C=C1)([2H])[2H]